FC=1C=C(C=C2CC(CC12)CNCCC1CN(C(O1)=O)C1=NC2=C(OCC(N2)=O)N=C1)OCC(=O)OCC1=CC=CC=C1 Benzyl 2-[7-fluoro-2-[[2-[2-oxo-3-(3-oxo-4H-pyrazino[2,3-b][1,4]oxazin-6-yl)oxazolidin-5-yl]ethylamino]methyl]indan-5-yl]oxyacetate